FC1(CCN(CC1)C(=O)C=1C=C2N=C(C=NC2=CC1)C1=CC=2N(C=C1)C(=NN2)C)F (4,4-difluoro-1-piperidinyl)(3-(3-methyl[1,2,4]triazolo[4,3-a]pyridin-7-yl)-6-quinoxalinyl)methanone